3,3-difluorocyclopentane-1-ol FC1(CC(CC1)O)F